O1COC2=C1C=CC(=C2)NC(CN2N=C(C=CC2=O)C2=CC=C(C=C2)OC)=O N-(benzo[d][1,3]dioxol-5-yl)-2-(3-(4-methoxyphenyl)-6-oxopyridazin-1(6H)-yl)acetamide